CC1CCC(CC1)N(CCO)CCO 2,2'-[(4-methylcyclohexyl)imino]bis[ethanol]